(2R,5R)-4-acetyl-5-(3-chloro-5-(5-fluoropyrimidin-2-yl)phenyl)-1-((Z)-3-chloroacryloyl)-N-methyl-piperazine-2-carboxamide C(C)(=O)N1C[C@@H](N(C[C@H]1C1=CC(=CC(=C1)C1=NC=C(C=N1)F)Cl)C(\C=C/Cl)=O)C(=O)NC